BrC1=CC=C(C=C1)NC(C1=CC(=CC=C1)S(NC1=CC=C(C=C1)Br)(=O)=O)=O N-(4-bromophenyl)-3-(N-(4-bromophenyl)sulfamoyl)benzamide